FC=1C=C(C=CC1)C(CC(C#N)C1=CC=CC=C1)=O 4-(3-fluorophenyl)-4-oxo-2-phenylbutyronitrile